N1=C(C=CC=C1)N1C=C(C(C2=CC(=C(C(=C12)Cl)N1CCNCC1)F)=O)C(=O)O 1-(2-pyridinyl)-8-chloro-6-fluoro-1,4-dihydro-7-piperazinyl-4-oxo-3-quinolinecarboxylic acid